S1C(=NC2=C1C=CC=C2)C2=C(C(=C(C(=C2C2=CC=C(C=C2)N2C1=CC=C(C=C1C=1C=C(C=CC21)C)C)C2=CC=C(C=C2)N2C1=CC=C(C=C1C=1C=C(C=CC21)C)C)C2=CC=C(C=C2)N2C1=CC=CC=C1C=1C=C(C=CC21)C)C2=CC=C(C=C2)N2C1=CC=C(C=C1C=1C=C(C=CC21)C)C)C#N 4'-(benzo[d]thiazol-2-yl)-4''-(3,6-dimethyl-9H-carbazol-9-yl)-5',6'-bis(4-(3,6-dimethyl-9H-carbazol-9-yl)phenyl)-4-(3-methyl-9H-carbazol-9-yl)-[1,1':2',1''-terphenyl]-3'-carbonitrile